6-(2-((R)-(3,3-difluorocyclobutyl)(hydroxy)methyl)thieno[2,3-b]pyridin-6-yl)-2-methyl-1(2H)-isoquinolinone FC1(CC(C1)[C@H](C1=CC=2C(=NC(=CC2)C=2C=C3C=CN(C(C3=CC2)=O)C)S1)O)F